5-(((trifluoromethyl)sulfonyl)oxy)-2,3,4,7-tetrahydro-1H-azepine-1-carboxylic acid tert-butyl ester C(C)(C)(C)OC(=O)N1CCCC(=CC1)OS(=O)(=O)C(F)(F)F